2-phenylbenzothiazoleN C1(=CC=CC=C1)N1SC2=C(C1)C=CC=C2